(6-Chlorochroman-3-yl)-[6-(5-fluoro-1H-pyrazol-4-yl)-1-[(1-methylazetidin-3-yl)methyl]indol-3-yl]methanone ClC=1C=C2CC(COC2=CC1)C(=O)C1=CN(C2=CC(=CC=C12)C=1C=NNC1F)CC1CN(C1)C